tert-butyl 6-(aminomethyl)-8-(4-(trifluoromethyl) phenyl)-3,4-dihydroisoquinoline-2(1H)-carboxylate NCC=1C=C2CCN(CC2=C(C1)C1=CC=C(C=C1)C(F)(F)F)C(=O)OC(C)(C)C